5-((1H-pyrazol-1-yl)methyl)-6-methoxy-N-((2-methoxy-5-(2-methoxypropan-2-yl)phenyl)sulfonyl)picolinamide N1(N=CC=C1)CC=1C=CC(=NC1OC)C(=O)NS(=O)(=O)C1=C(C=CC(=C1)C(C)(C)OC)OC